di-n-hexyl pimelate C(CCCCCC(=O)OCCCCCC)(=O)OCCCCCC